7-benzyl 5-(tert-butyl) 2-(2-hydroxy-4-(2,2,2-trifluoroethyl)phenyl)-3,4,5a,6,8,9-hexahydro-2H-1,2,5,7-tetraazabenzo[cd]azulene-5,7-dicarboxylate OC1=C(C=CC(=C1)CC(F)(F)F)N1N=C2CCN(CC3C2=C1CCN3C(=O)OC(C)(C)C)C(=O)OCC3=CC=CC=C3